C1(CCCCCCC1)C(C1=NC2=C(N1)C=CC(=C2F)C2N(CCC2)C(=O)OC(C)(C)C)NC(=O)C=2C(=NOC2)C tert-Butyl 2-(2-{cyclooctyl[(3-methylisoxazole-4-carbonyl)amino]methyl}-4-fluoro-1H-benzimidazol-5-yl)pyrrolidine-1-carboxylate